C[C@@H]1N([C@@H](CCC1)C)CC(F)(F)F cis-2,6-dimethyl-1-(2,2,2-trifluoroethyl)piperidin